19-[(dimethylamino)methyl]heptacos-9-enoate CN(C)CC(CCCCCCCCC=CCCCCCCCC(=O)[O-])CCCCCCCC